tert-Butyl (±)-trans-phenyl-3-{[3-(pyridin-3-yl)azetidin-1-yl]carbonyl}pyrrolidine-1-carboxylate C1(=CC=CC=C1)[C@@H]1N(CC[C@H]1C(=O)N1CC(C1)C=1C=NC=CC1)C(=O)OC(C)(C)C |r|